2-(4-(2-((1-(cyclopropylmethyl)-5-methoxy-1H-benzo[d]imidazol-2-yl)amino)-2-oxoethyl)-2-fluorophenoxy)pyridine-3-carboxamide C1(CC1)CN1C(=NC2=C1C=CC(=C2)OC)NC(CC2=CC(=C(OC1=NC=CC=C1C(=O)N)C=C2)F)=O